C(CC(O)(C(=O)OCCCC)CC(=O)OCCCC)(=O)OCCCC tri-butyl citrate